(R)-N-(8-((methyl-d3)amino)-5-(5-(2-methylmorpholino)benzo[d]oxazol-2-yl)-2,7-naphthyridin-3-yl)cyclopropanecarboxamide C([2H])([2H])([2H])NC=1N=CC(=C2C=C(N=CC12)NC(=O)C1CC1)C=1OC2=C(N1)C=C(C=C2)N2C[C@H](OCC2)C